C(CCCCC)C=1C=C2C(=CC(=NC2=CC1)N(C=1N=NNN1)C)C1=CC=CC=C1 6-hexyl-N-methyl-4-phenyl-N-(2H-1,2,3,4-tetrazol-5-yl)quinolin-2-amine